FC1=CC=C(C=C1)[C@H]1[C@@H](C1)NCCC[C@@H](C(=O)C12CNCC(CC1)N2C)NC(C2=CC=C(C=C2)N2N=NC=C2)=O N-[(2S)-5-[[(1R,2S)-2-(4-Fluorophenyl)cyclopropyl]amino]-1-(8-methyl-3,8-diazabicyclo[3.2.1]-octane-1-yl)-1-oxopentan-2-yl]-4-(1H-1,2,3-triazol-1-yl)benzamide